C(=O)(C=C)N1CC2=CC=CC(=C2C2(C1)CC2)C2=C1C=C(NC1=C(C=C2F)C(=O)N)C 4-(2'-acryl-2',3'-dihydro-1'H-spiro[cyclopropane-1,4'-isoquinoline]-5'-yl)-5-fluoro-2-methyl-1H-indole-7-carboxamide